C1=NC=CC=2NC=3C=C(C=CC3C21)C=2C=CC(=NC2)OC2CC(C2)OC2CCN(CC2)C(=O)OC(C)(C)C tert-butyl 4-((1r,3r)-3-((5-(5H-pyrido[4,3-b]indol-7-yl)pyridin-2-yl)oxy)cyclobutoxy)piperidine-1-carboxylate